(2R)-3-fluoro-3-methyl-butan-2-amine hydrochloride Cl.FC([C@@H](C)N)(C)C